2,2'-methylenebis-(4-methyl-6-butylphenol) C(C1=C(C(=CC(=C1)C)CCCC)O)C1=C(C(=CC(=C1)C)CCCC)O